N-ethyl-5-fluoro-N-(isopropyl)-2-(6-{1-[(1R,3S,4S)-2-azabicyclo[2.2.2]octane-3-carbonyl]-1,2,3,6-tetrahydropyridin-4-yl}pyrrolo[1,2-a]pyrazin-8-yl)benzamide C(C)N(C(C1=C(C=CC(=C1)F)C=1C=C(N2C1C=NC=C2)C=2CCN(CC2)C(=O)[C@H]2NC1CCC2CC1)=O)C(C)C